N-(5-(pyrrolidine-1-carbonyl)thiophen-2-yl)pyrrolidine-2-carboxamide N1(CCCC1)C(=O)C1=CC=C(S1)NC(=O)C1NCCC1